9-bromo-2-hydroxy-7-methyl-pyrido[1,2-a]pyrimidin-4-one BrC1=CC(=CN2C1=NC(=CC2=O)O)C